ClC1=CC(=NC=C1C(=O)NC1=CC=NC=C1)Cl 4,6-Dichloro-N-(pyridin-4-yl)nicotinamide